N-[[4-[4-amino-1-[4-(dimethylcarbamoyl)cyclohexyl]pyrazolo[3,4-d]pyrimidin-3-yl]phenyl]methyl]-2-methoxy-benzamide NC1=C2C(=NC=N1)N(N=C2C2=CC=C(C=C2)CNC(C2=C(C=CC=C2)OC)=O)C2CCC(CC2)C(N(C)C)=O